2-(4-(cyclopropylmethyl)-7-((2S,5R)-2,5-diethyl-4-(1-(quinoxalin-6-yl)ethyl)piperazin-1-yl)-5-oxo-4,5-dihydro-2H-pyrazolo[4,3-b]pyridin-2-yl)acetonitrile C1(CC1)CN1C=2C(C(=CC1=O)N1[C@H](CN([C@@H](C1)CC)C(C)C=1C=C3N=CC=NC3=CC1)CC)=NN(C2)CC#N